CC1=CC=C(C=C1)S(=O)(=O)[O-].C(C=C)[C@@]1(C2=[N+]([C@@H]([C@H](C1)C1=CC(=CC=C1)Cl)C1=CC=C(C=C1)Cl)[C@H](CO2)C2CC2)C (3S,5S,6R,8S)-8-allyl-6-(3-chlorophenyl)-5-(4-chlorophenyl)-3-cyclopropyl-8-methyl-2,3,5,6,7,8-hexahydrooxazolo[3,2-a]pyridin-4-ium 4-methylbenzenesulfonate